FC(C1=C(C=CC(=C1)C(F)(F)F)C1CCC2=C(NC1=O)C=CC(=C2)F)(F)F 3-(2,4-bis(trifluoromethyl)phenyl)-7-fluoro-4,5-dihydro-1H-benzo[b]azepin-2(3H)-one